The molecule is an inorganic phosphate having Fe(3+) as the counterion. It is an iron molecular entity and an inorganic phosphate. It contains an iron(3+). [O-]P(=O)([O-])[O-].[Fe+3]